(2S,5'S)-5'-fluoro-N-(2,3,4-trifluorobenzyl)-6',7'-dihydro-5'H-spiro[oxirane-2,8'-quinoline]-5'-carboxamide F[C@@]1(C=2C=CC=NC2[C@]2(CC1)OC2)C(=O)NCC2=C(C(=C(C=C2)F)F)F